ClC=1C(=NC(=NC1)NC1CCN(CC1)S(=O)(=O)C=1N=CN(C1)C)C=1C=NN(C1)C1=C(C=C(CN2CC(N(CC2)C)=O)C=C1)C 4-(4-(4-(5-Chloro-2-((1-((1-methyl-1H-imidazol-4-yl)sulfonyl)piperidin-4-yl)amino)pyrimidin-4-yl)-1H-pyrazol-1-yl)-3-methylbenzyl)-1-methylpiperazin-2-one